The molecule is a triterpenoid that is decahydronaphthalene substituted by methyl groups at positions 1, 1, 4a and 6, hydroxy groups at positions 2 and 6 and a (6E,10E)-2,6,10-trimethyltrideca-2,6,10-trien-13-yl group at position 5. Isolated from resinous exudate of Pistacia lentiscus and Commiphora mukul, it exhibits cytotoxicity towards prostrate cancers. It has a role as a plant metabolite. It is a triterpenoid, a carbobicyclic compound and a diol. CC(=CCC/C(=C/CC/C(=C/CC[C@@H]1[C@]2(CC[C@@H](C([C@@H]2CC[C@@]1(C)O)(C)C)O)C)/C)/C)C